OC1=C(OC=CC1=O)CO 3-hydroxy-2-(hydroxymethyl)-4H-pyran-4-one